(2S)-2-amino-2-cyclopropylethanolate hydrochloride Cl.N[C@H](C[O-])C1CC1